N1(CCNCC1)C(=O)C1=CC=C(C=C1)NC1=NN2C(=NC3=C(C2=O)N=CC=C3)S1 2-((4-(Piperazine-1-carbonyl)phenyl)amino)-5H-pyrido[3,2-d][1,3,4]thiadiazolo[3,2-a]pyrimidin-5-one